SCCC[Si](OCC)(OCC)C 3-mercaptopropyl-methyldiethoxysilane